(2R,4R)-4-hydroxy-N,N-dimethyl-1-[2-[[(E)-3-[4-(trifluoromethyl)phenyl]prop-2-enoyl]amino]acetyl]pyrrolidine-2-carboxamide O[C@@H]1C[C@@H](N(C1)C(CNC(\C=C\C1=CC=C(C=C1)C(F)(F)F)=O)=O)C(=O)N(C)C